(R)-2-(5,6,7,8-tetrahydro-9H-pyrido[2,3-b]indol-9-yl)isoquinolin-1(2H)-one N1=CC=CC2=C1N(C=1CCCCC21)N2C(C1=CC=CC=C1C=C2)=O